BrC1=C(C=C(NC2=NN(C=C2C(=O)N)C2COCCC2C#N)C=C1CO)F 3-[4-bromo-3-fluoro-5-(hydroxymethyl)anilino]-1-(4-cyanotetrahydro-2H-pyran-3-yl)pyrazole-4-carboxamide